ClC1=CC=2N=C(N=CC2C(=N1)N(CCC1=CC=CC=C1)C)SC 7-chloro-N-methyl-2-(methylsulfanyl)-N-(2-phenylethyl)pyrido[4,3-d]pyrimidin-5-amine